FC1=CC=C(C=C1)C=1C(=CC=CC1)C(=O)N1CCN(CC1)CC=1C=C2C=NC(C2=CC1)=O 5-((4-(4'-fluoro-[1,1'-biphenyl]-2-carbonyl)piperazin-1-yl)methyl)-1-oxoisoindole